C(C)OC(=O)NS(=O)(=O)OCC(F)(F)F Ethoxycarbonyl-(2,2,2-Trifluoroethoxy)Sulfonamide